Ethyl 6-bromo-3-(5-((2,3-difluoro-6-methoxybenzyl) oxy)-2-fluoro-4-methoxyphenyl)-2,4-dioxo-1H-thieno[2,3-d]pyrimidine-5-carboxylate BrC1=C(C2=C(NC(N(C2=O)C2=C(C=C(C(=C2)OCC2=C(C(=CC=C2OC)F)F)OC)F)=O)S1)C(=O)OCC